COC=1C=C2N=CC=3N(C(N4[C@H](COC(=C2C34)C1C=1C=NC(=CC1)OCCCN1CCCCC1)C)=O)C (S)-6-methoxy-2,10-dimethyl-7-(6-(3-(piperidin-1-yl)propoxy)pyridin-3-yl)-9,10-dihydro-8-oxa-2,4,10a-triazanaphtho[2,1,8-cde]azulen-1(2H)-one